(1-(3,3-Dimethylcyclohexyl)ethoxy)-2-methylpropanoic acid methyl ester COC(C(C)(C)OC(C)C1CC(CCC1)(C)C)=O